(S)-(4-(1-(methoxy-d3)ethyl)phenyl-2,3,5,6-d4)methanesulfonyl chloride C(O[C@@H](C)C1=C(C(=C(C(=C1[2H])[2H])CS(=O)(=O)Cl)[2H])[2H])([2H])([2H])[2H]